(3,6-dimethoxypyridazin-4-yl)boric acid COC=1N=NC(=CC1OB(O)O)OC